(8-bromo-6-(1-fluorocyclopropyl)imidazo[1,2-a]pyridin-2-yl)methanol BrC=1C=2N(C=C(C1)C1(CC1)F)C=C(N2)CO